N-(3,4-Dimethoxyphenyl)-1-methyl-3-(1-methyl-1H-indol-2-yl)-1H-indazole-5-carboxamide COC=1C=C(C=CC1OC)NC(=O)C=1C=C2C(=NN(C2=CC1)C)C=1N(C2=CC=CC=C2C1)C